3-Aminopropionic Acid Hydroiodide I.NCCC(=O)O